2-{[(2-carboxyethyl)sulfanyl]sulfanyl}propionic acid C(=O)(O)CCSSC(C(=O)O)C